N1CCC(CC1)N1N=CC(=C1)C=1C=C(C=2N(C1)N=CC2C#N)O[C@@H](C)C2=NC=CC=C2 (S)-6-(1-(piperidin-4-yl)-1H-pyrazol-4-yl)-4-(1-(pyridin-2-yl)ethoxy)pyrazolo[1,5-a]pyridine-3-carbonitrile